2-[5-({3-[1-(cyanomethyl)-4-[(1-methylpiperidin-4-yl)amino]-1H-indol-2-yl]prop-2-yn-1-yl}amino)pyridin-2-yl]-2-methyl-propanenitrile C(#N)CN1C(=CC2=C(C=CC=C12)NC1CCN(CC1)C)C#CCNC=1C=CC(=NC1)C(C#N)(C)C